N1=CC(=CC2=CC=CC=C12)C#N 3-quinolinecarbonitrile